C(C1=CC=CC=C1)OC(=O)NN(C(OC(C)(C)C)=O)CC1=NNC=C1 tert-butyl N-(benzyloxycarbonylamino)-N-(1H-pyrazol-3-ylmethyl)carbamate